1-(3-bromo-2-hydroxymethylphenyl)-3-(3,5-difluorophenyl)urea BrC=1C(=C(C=CC1)NC(=O)NC1=CC(=CC(=C1)F)F)CO